2-(4-bromobutyl)-4-fluoro-3-(1H-pyrazol-5-yl)-1-naphthalenecarbonitrile BrCCCCC1=C(C2=CC=CC=C2C(=C1C1=CC=NN1)F)C#N